anti-methyl disulfone CS(S(=O)(=O)C)(=O)=O